ClC=1C=C(C=CC1F)NC(N(CC1=NN=C2N1CCCCC2)C2=CC=C(C=C2)OC)=O 3-(3-Chloro-4-fluorophenyl)-1-(4-methoxyphenyl)-1-((6,7,8,9-tetrahydro-5H-[1,2,4]triazolo[4,3-a]azepin-3-yl)methyl)urea